(E)-2-(2-(6-(dimethylamino)naphthalen-2-yl)vinyl)-1-methylpyridin-1-ium iodide [I-].CN(C=1C=C2C=CC(=CC2=CC1)/C=C/C1=[N+](C=CC=C1)C)C